COC=1C=C(C=C(C1)C(F)(F)F)C1(NC=C(C(=N1)NC1=CC=C2CCNCC2=C1)C=1C=NN(C1)CCC)N 2-(3-methoxy-5-(trifluoromethyl)phenyl)-5-(1-propyl-1H-pyrazol-4-yl)-N4-(1,2,3,4-tetrahydroisoquinolin-7-yl)pyrimidine-2,4-diamine